4-(2-amino-5-trifluoromethylphenyl)3-butyn-2-ol NC1=C(C=C(C=C1)C(F)(F)F)C#CC(C)O